F[C@@H]1[C@@H](C1)C(=O)NC1=NN2C(C=C(C=C2)C2=C3C=NNC3=C(C(=C2C)F)SCCO)=C1 (1S,2S)-2-fluoro-N-(5-(6-fluoro-7-((2-hydroxyethyl)thio)-5-methyl-1H-indazol-4-yl)pyrazolo[1,5-a]pyridin-2-yl)cyclopropane-1-carboxamide